OC1C(C(CCC1)(C1=CC(=CC=C1)OC(F)(F)F)NC(C)=O)=O N-(3-hydroxy-2-oxo-1-(3-trifluoromethoxyphenyl)cyclohexanyl)acetamide